1-Heptyl-3-Methylpyridinium chlorid [Cl-].C(CCCCCC)[N+]1=CC(=CC=C1)C